ClC=1C=C(C(=O)NC2=CC=C(C=C2)C2(CC(C2)(F)F)C(N[C@H]2[C@H](C2)OCC)=O)C=CC1 3-chloro-N-[4-(1-{[(1R,2S)-2-ethoxycyclopropyl]carbamoyl}-3,3-difluorocyclobutyl)phenyl]benzamide